[Si](C)(C)(C(C)(C)C)OCCCNC=1C=2C3=C(NC2C(=C(C1)Cl)Cl)CCNC(C3)=O 10-((3-((tert-butyldimethylsilyl)oxy)propyl)amino)-7,8-dichloro-3,4,5,6-tetrahydroazepino[4,5-b]indol-2(1H)-one